(S)-2-(6-(3-methyl-1H-pyrrolo[2,3-b]pyridin-5-yl)-2-(methylsulfonyl)-1,2,3,4-Tetrahydroisoquinolin-8-yl)pyrrolidine-1-carboxylic acid tert-butyl ester C(C)(C)(C)OC(=O)N1[C@@H](CCC1)C=1C=C(C=C2CCN(CC12)S(=O)(=O)C)C=1C=C2C(=NC1)NC=C2C